1-(3,3-difluoroazetidin-1-yl)-4,4,4-trifluorobutan-1-one FC1(CN(C1)C(CCC(F)(F)F)=O)F